tert-butyl (3R,3aS,7aR)-3-((4-bromo-5-methylisoxazol-3-yl)oxy)hexahydropyrano[3,2-b]pyrrole-1(2H)-carboxylate BrC=1C(=NOC1C)O[C@H]1[C@@H]2[C@H](N(C1)C(=O)OC(C)(C)C)CCCO2